5-[4-(2,2-Dimethoxyethyl)-1-piperidyl]-2-(2,6-dioxo-3-piperidyl)isoindoline-1,3-dione COC(CC1CCN(CC1)C=1C=C2C(N(C(C2=CC1)=O)C1C(NC(CC1)=O)=O)=O)OC